Ethyl-3,3-difluoropropionate C(C)OC(CC(F)F)=O